C(#C)C1=NC2=CC(=CC=C2C(=N1)C=1C=C(C=CC1F)C(O)C=1SC=CN1)N1CCOCC1 [3-(2-Ethynyl-7-morpholin-4-yl-quinazolin-4-yl)-4-fluorophenyl]-thiazol-2-yl-methanol